Dimethyl-tetramethylcyclopentadienyl-chlorosilane C[Si](Cl)(C1C(=C(C(=C1C)C)C)C)C